C(#C)C1CC2(C1)OCCO2 2-ethynyl-5,8-dioxaspiro[3.4]octane